FC1=CC=C(C=C1)NC(=O)C1(CC1)C(=O)NC1=CC=C(C=C1)OC1=CC=NC2=CC(=CC=C12)C=1C=NN(C1)C(C)C 1-N'-(4-fluorophenyl)-1-N-[4-[7-(1-propan-2-ylpyrazol-4-yl)quinolin-4-yl]oxyphenyl]cyclopropane-1,1-dicarboxamide